azabicyclononanebenzamide C1(NCCCCCCC1)(C1CCCCCCCC1)C1=CC=CC=C1C(=O)N